n-Butyl α-Propanoyloxyisobutyrate C(CC)(=O)OC(C(=O)OCCCC)(C)C